OCCNCCCCCC(=O)OCC(CCCCCCCC)CCCCCCCC 2-octyldecyl 6-((2-hydroxyethyl)amino)hexanoate